4,6,8,10-tetramethyltridecyl butyloxymethyl ether C(CCC)OCOCCCC(CC(CC(CC(CCC)C)C)C)C